1-[2-Oxo-2-(thiophen-3-yl)ethyl]-[2,2'-bipyridin]-1-ium bromide [Br-].O=C(C[N+]1=C(C=CC=C1)C1=NC=CC=C1)C1=CSC=C1